1-[1-[2-amino-4-(trifluoromethoxy)benzoyl]-4-piperidyl]-6-[3-(trifluoromethyl)-1-bicyclo[1.1.1]pentanyl]-3H-imidazo[4,5-b]pyridin-2-one NC1=C(C(=O)N2CCC(CC2)N2C(NC3=NC=C(C=C32)C32CC(C3)(C2)C(F)(F)F)=O)C=CC(=C1)OC(F)(F)F